3-chloro-1-(tetrahydro-2H-pyran-2-yl)-1H-pyrazole ClC1=NN(C=C1)C1OCCCC1